2-Amino-N-{1-[8-chloro-5-(2-oxo-1-oxa-3,8-diazaspiro[4.5]dec-8-yl)imidazo[1,5-a]pyridin-6-yl]ethyl}pyrazolo[1,5-a]pyrimidine-3-carboxamide NC1=NN2C(N=CC=C2)=C1C(=O)NC(C)C=1C=C(C=2N(C1N1CCC3(CNC(O3)=O)CC1)C=NC2)Cl